7-methoxy-5-(4-(S-methylsulfonimidoyl)benzyl)-2,5-dihydro-1H-pyridazino[4,5-b]indol-1-one COC=1C=CC=2C3=C(N(C2C1)CC1=CC=C(C=C1)S(=O)(=N)C)C=NNC3=O